L-leucyl-para-nitroaniline N[C@@H](CC(C)C)C(=O)NC1=CC=C(C=C1)[N+](=O)[O-]